C1(CCCC1)C1=C(C=NC=2N1N=CC2)NC(=O)NC=2C=NC(=C(C2)C)C2=NOC(=N2)CCC=O N-(7-Cyclopentylpyrazolo[1,5-a]pyrimidin-6-yl)-N'-{5-methyl-6-[5-(3-oxopropyl)-1,2,4-oxadiazol-3-yl]pyridin-3-yl}urea